CN1N=C(C=2C1=NC=NC2NCC2=CC=C(C=C2)S(=O)(=O)N)C 4-(((1,3-Dimethyl-1H-pyrazolo[3,4-d]pyrimidin-4-yl)amino)methyl)benzenesulfonamide